7-(5-methylfuran-2-yl)-3-((6-(((tetrahydrofuran-3-yl)oxy)methyl)pyridin-2-yl)methyl)-3H-[1,2,3]triazolo[4,5-d]pyrimidin-5-amine CC1=CC=C(O1)C=1C2=C(N=C(N1)N)N(N=N2)CC2=NC(=CC=C2)COC2COCC2